dicyclohexyl-[3,6-dimethoxy-2',4',6'-tris(1-methylethyl)[1,1'-biphenyl]-2-yl]phosphine C1(CCCCC1)P(C1=C(C(=CC=C1OC)OC)C1=C(C=C(C=C1C(C)C)C(C)C)C(C)C)C1CCCCC1